C1(CC1)S(=O)(=O)NC=1SC=C(N1)C(C)(C)NC(C1=NC=C(C=C1)C1=NC(=CN=C1)C(F)(F)F)=O N-(2-(2-(cyclopropanesulfonamido)thiazol-4-yl)propan-2-yl)-5-(6-(trifluoromethyl)pyrazin-2-yl)picolinamide